C1(CCCCC1)[C@@H](C(=O)N1CCN(CC1)C(=O)C=1N(C2=CC(=CC=C2C1C(=O)N1[C@H](CCC1)COC)OC)C)NC([C@H](C)NC)=O (S)-N-((S)-1-cyclohexyl-2-(4-(6-meth-oxy-3-((R)-2-(meth-oxymethyl)pyrrolidine-1-carbonyl)-1-methyl-1H-indole-2-carbonyl)piperazin-1-yl)-2-oxoethyl)-2-(methylamino)-propanamide